4-bromospiro[1H-pyrrolo[2,3-b]pyridine-3,1'-cyclopentane]-2-one BrC1=C2C(=NC=C1)NC(C21CCCC1)=O